(4-(1-(bicyclo[1.1.1]pentan-1-yl)-1H-1,2,3-triazol-4-yl)phenyl)(4-(5-methyloxazolo[4,5-b]pyridin-2-yl)piperazin-1-yl)methanone C12(CC(C1)C2)N2N=NC(=C2)C2=CC=C(C=C2)C(=O)N2CCN(CC2)C=2OC=1C(=NC(=CC1)C)N2